phenanthrylphenylphenylboronic acid C1(=CC=CC=2C3=CC=CC=C3C=CC12)C=1C(=C(C=CC1)B(O)O)C1=CC=CC=C1